C(C)(C)(C)OC(CC=1C=NC(=NC1)N1CCC(CC1)C(=O)OC)=O methyl 1-{5-[2-(tert-butoxy)-2-oxoethyl]pyrimidin-2-yl}piperidine-4-carboxylate